CC=1C=C(C(=C2C=CN(C12)S(=O)(=O)C1=CC=C(C)C=C1)CO)S(=O)(=O)C (7-methyl-5-(methylsulfonyl)-1-tosyl-1H-indol-4-yl)-methanol